C(C)OC(C(=C(C1=CC=CC=C1)C1=CC=CC=C1)C#N)=O ethyl-α-cyano-β,β-diphenylacrylat